(E)-N-hydroxy-3-(2-(4-((4-isopropylbenzyl)amino)piperidin-1-yl)phenyl)acrylamide ONC(\C=C\C1=C(C=CC=C1)N1CCC(CC1)NCC1=CC=C(C=C1)C(C)C)=O